7'-Chloro-1'-(4-(5-methyl-3-(trifluoromethyl)-1H-pyrazol-1-yl)benzyl)spiro[oxetan-3,4'-Pyrimido[4,5-d][1,3]oxazine]-2'(1'H)-one ClC=1N=CC2=C(N(C(OC23COC3)=O)CC3=CC=C(C=C3)N3N=C(C=C3C)C(F)(F)F)N1